(S)-(4-(3-chloro-6-fluoro-2-(phenylcarbamoyl)phenyl)-3-oxobutan-2-yl)carbamic acid tert-butyl ester C(C)(C)(C)OC(N[C@@H](C)C(CC1=C(C(=CC=C1F)Cl)C(NC1=CC=CC=C1)=O)=O)=O